ClC1=C(C=C(C=C1)N1C(=NN=C1C)[C@@H]1CC[C@H](CC1)OC1=NC=CC=C1)F trans-2-((4-(4-(4-Chloro-3-fluorophenyl)-5-methyl-4H-1,2,4-triazol-3-yl)cyclohexyl)oxy)pyridine